NC1=NC=CC(=C1C1=CC=C(C=C1)Cl)C=1C(=NN(C1)CC1=CC=CC=C1)CO {4-[2-amino-3-(p-chlorophenyl)-4-pyridinyl]-1-benzyl-1H-pyrazol-3-yl}methanol